NC=1C=CC(=C(C(=O)[O-])C1)NS(=O)(=O)C=1C=NN(C1)C1=CC=C(C=C1)Cl 5-amino-2-(1-(4-chlorophenyl)-1H-pyrazole-4-sulfonamido)benzoate